N-[4-(acetamidomethyl)phenyl]-2-(benzotriazol-1-yl)-N-[(3,5-difluorophenyl)methyl]acetamide C(C)(=O)NCC1=CC=C(C=C1)N(C(CN1N=NC2=C1C=CC=C2)=O)CC2=CC(=CC(=C2)F)F